BrC1=C2C(N(C=NC2=CC=C1OC1=C(C(=CC=C1F)NS(N(C)CC)(=O)=O)C#N)[C@H]1COC2(C1)CCN(CC2)C(=O)OC(C)(C)C)=O tert-butyl (3R)-3-[5-bromo-6-[2-cyano-3-[[ethyl(methyl)sulfamoyl]amino]-6-fluoro-phenoxy]-4-oxo-quinazolin-3-yl]-1-oxa-8-azaspiro[4.5]decane-8-carboxylate